S1C(=NC2=C1C=CC=C2)NC(=O)C=2C=CC=C1CCN(CC21)C2=CC=C(C(=N2)C(=O)OC(C)(C)C)C2=C(C(=CC=C2)OC2=CC=C(C=C2)CCC(=O)OC)C tert-Butyl 6-[8-(1,3-benzothiazol-2-ylcarbamoyl)-3,4-dihydro-1H-isoquinolin-2-yl]-3-[3-[4-(3-methoxy-3-oxo-propyl)phenoxy]-2-methyl-phenyl]pyridine-2-carboxylate